C(C=CC=C\C=C/C=C\CCCCCCCCC)(=O)OCC(OC(C=CCCCCCCCCCCCCCCCC)=O)COP(=O)(O)OC[C@H](N)C(=O)O 1-(6Z,9Z,12Z,15Z-octadecatetraenoyl)-2-(9Z-nonadecenoyl)-glycero-3-phosphoserine